tert-butyl (2S,3S)-3-amino-2-methylazetidine-1-carboxylate N[C@@H]1[C@@H](N(C1)C(=O)OC(C)(C)C)C